(3S,4R)-4-({7-[1-(1,1-difluoroethyl)cyclobutyl]-5-fluoro-6-iodopyrrolo[2,1-f][1,2,4]triazin-2-yl}amino)oxan-3-yl acetate C(C)(=O)O[C@@H]1COCC[C@H]1NC1=NN2C(C=N1)=C(C(=C2C2(CCC2)C(C)(F)F)I)F